COC=1C=C(C=CC1[N+](=O)[O-])N1CCNCC1 1-(3-methoxy-4-nitro-phenyl)piperazine